R-N-(1-(2-(1-(4-(2,6-dioxopiperidin-3-yl)phenyl)piperidin-4-yl)ethyl)piperidin-4-yl)-1-(6-(2-hydroxyphenyl)pyridazin-4-yl)-4-methoxy-N-methylpiperidine-4-carboxamide O=C1NC(CC[C@@H]1C1=CC=C(C=C1)N1CCC(CC1)CCN1CCC(CC1)N(C(=O)C1(CCN(CC1)C1=CN=NC(=C1)C1=C(C=CC=C1)O)OC)C)=O